FC1(C(C1)CC=1C=CC2=C(C(=C(O2)C)C(=O)OCC)C1)F ethyl 5-((2,2-difluorocyclopropyl)methyl)-2-methylbenzofuran-3-carboxylate